C(#C)C1=CN=CC(=N1)C1=CC2=C(C=N1)C=NN2C2=NC(=CC=C2)N2CCNCC2 6-(6-Ethynylpyrazin-2-yl)-1-(6-piperazin-1-ylpyridin-2-yl)pyrazolo[4,3-c]pyridine